ClC1=CC=C(C=C1)C1N(CCC2=CC(=C(C=C12)OC)OC)C(=O)C1=CC=C(C(=O)NO)C=C1 4-(1-(4-Chlorophenyl)-6,7-dimethoxy-1,2,3,4-tetrahydroisoquinoline-2-carbonyl)-N-hydroxybenzoamide